C=1N=CN2C1C1=CC=CC=C1[C@H]2[C@@H]2[C@@H](C(OC2)(C)C)O (3S,4S)-4-((R)-5H-imidazo[5,1-a]isoindol-5-yl)-2,2-dimethyltetrahydrofuran-3-ol